OC1=CC(CCC1)=O 3-hydroxycyclohex-2-en-1-one